1-(4-(3-chloro-2-methylphenyl)piperidin-1-yl)-2-((3bR,4aR)-3-(4-(2-hydroxyacetyl)piperazine-1-carbonyl)-3b,4,4a,5-tetrahydro-1H-cyclopropa[3,4]cyclopenta[1,2-c]pyrazol-1-yl)ethanone ClC=1C(=C(C=CC1)C1CCN(CC1)C(CN1N=C(C2=C1C[C@@H]1[C@H]2C1)C(=O)N1CCN(CC1)C(CO)=O)=O)C